COC(=O)C1=NC=C(C(=C1)OC)OCC1CC(C1)(F)F 5-(3,3-difluoro-cyclobutylmethoxy)-4-methoxy-pyridine-2-carboxylic acid methyl ester